(R)-2-methylEthylene oxide C[C@@H]1CO1